4-(2,5-dichlorophenyl)pyrimidine-2-carbonyl chloride ClC1=C(C=C(C=C1)Cl)C1=NC(=NC=C1)C(=O)Cl